C1(CC1)C1=NNC(=N1)C1CC2(CN(C2)C(=O)N2CC3(C2)CCN(CC3)CC=3SC=C(N3)C(F)(F)F)C1 [6-(3-cyclopropyl-1H-1,2,4-triazol-5-yl)-2-azaspiro[3.3]heptan-2-yl]-[7-[[4-(trifluoromethyl)thiazol-2-yl]methyl]-2,7-diazaspiro[3.5]nonan-2-yl]methanone